2-(((3,4-dimethylphenyl)imino)methyl)-4-vinylphenol CC=1C=C(C=CC1C)N=CC1=C(C=CC(=C1)C=C)O